copper (2-methyl-5-aminotetrazole) bromate Br(=O)(=O)[O-].CN1N=C(N=N1)N.[Cu+2].Br(=O)(=O)[O-]